(1R,3R)-3-(4-aminopyrimidin-2-yl)cyclohexan NC1=NC(=NC=C1)C1CCCCC1